FC1=CC(=C(C=C1)C1=CC(=CC=C1)C=1OC2=C(N1)C=C(C=C2C(F)(F)F)CN[C@H]2[C@H](CCC2)O)C2=NN=CN2C (1S,2R)-2-(((2-(4'-Fluoro-2'-(4-methyl-4H-1,2,4-triazol-3-yl)-[1,1'-biphenyl]-3-yl)-7-(trifluoromethyl)benzo[d]oxazol-5-yl)methyl)amino)cyclopentan-1-ol